5-methylpyrazolo[1,5-b]pyridazin CC1=CC=2N(N=C1)N=CC2